NC1=NC=2C=C(C(=CC2C2=C1COC2)C(=O)N2C(CC[C@@H](C2)C)C=2C=C1C3(C(NC1=C(C2)F)=O)CC3)F 5'-((5S)-1-(4-amino-7-fluoro-1,3-dihydrofuro[3,4-c]quinoline-8-carbonyl)-5-methylpiperidin-2-yl)-7'-fluorospiro[cyclopropane-1,3'-indolin]-2'-one